C(N)(=N)C=1C=C(SC1)CNC(=O)[C@H]1N(CC2(OCCO2)C1)C(CNC(=O)C1=CC=C(C=C1)C1=CC(=C(C=C1)F)C(=O)O)=O (S)-4'-((2-(8-(((4-carbamimidoylthiophen-2-yl)methyl)carbamoyl)-1,4-dioxa-7-azaspiro[4.4]nonan-7-yl)-2-oxoethyl)carbamoyl)-4-fluoro-[1,1'-biphenyl]-3-carboxylic acid